Methyl 2-(trans-4-((4-nitrobenzyl)amino)cyclohexyl)acetate [N+](=O)([O-])C1=CC=C(CN[C@@H]2CC[C@H](CC2)CC(=O)OC)C=C1